N1(N=NC2=C1C=CC=C2)O[P+](N(C)C)(N(C)C)N(C)C 1H-benzotriazol-1-yloxytris(dimethylamino)phosphonium